5-methyl-(6S)-tetrahydrofolate monosodium salt [Na+].CN1C=2C(NC(=NC2NC[C@@H]1CNC1=CC=C(C(N[C@@H](CCC(=O)[O-])C(=O)O)=O)C=C1)N)=O